CC(C)[C@@H](CN[C@@H](CC1=CC=CC=C1)C(=O)N[C@@H](CCSC)C(=O)O)NC[C@H](CS)N N-[2(S)-(2(R)-2-Amino-3-mercaptopropylamino)-3-methylbutyl]-L-phenylalanyl-L-methionine trifluoroacetate salt